C(C(=C)C)(=O)OC(C(C(C)C)CC)CC 1,2-diethyl-3-methylbutyl methacrylate